1-(5Z,8Z,11Z,14Z-eicosatetraenoyl)-sn-glycero-3-phospho-(1'-sn-glycerol) CCCCC/C=C\C/C=C\C/C=C\C/C=C\CCCC(=O)OC[C@H](COP(=O)(O)OC[C@H](CO)O)O